3-(3-(triethoxysilyl)propyl)dihydrofuran-2,5-dione C(C)O[Si](CCCC1C(OC(C1)=O)=O)(OCC)OCC